tert-butyl 2-methyl-4-(4,4,5,5-tetramethyl-1,3,2-dioxaborolan-2-yl)benzylcarbamate CC1=C(CNC(OC(C)(C)C)=O)C=CC(=C1)B1OC(C(O1)(C)C)(C)C